5-bromo-6,7-difluoro-8-(methoxy-d3)naphthalene-1,3-diol BrC1=C2C=C(C=C(C2=C(C(=C1F)F)OC([2H])([2H])[2H])O)O